4-(4-hydroxy-5H-pyrrolo[3,2-d]pyrimidin-5-yl)-N-(4-(trifluoromethyl)pyridin-2-yl)benzamide OC=1C2=C(N=CN1)C=CN2C2=CC=C(C(=O)NC1=NC=CC(=C1)C(F)(F)F)C=C2